10-ethylidene-3-oxatricyclo[6.2.1.0(2,7)]undecan-4-one C(C)=C1CC2C3CCC(OC3C1C2)=O